ClCC=1C=C(C2=C(C=CS2)C1)COCC1=CC(=CC=2C=CSC21)CCl 5-(chloromethyl)-1-benzothien-7-ylmethyl ether